methyl (3R)-4-{benzyl[(2R)-1-methoxy-1-oxopropan-2-yl]amino}-3-[(tert-butoxycarbonyl)amino]-4-oxobutanoate C(C1=CC=CC=C1)N(C([C@@H](CC(=O)OC)NC(=O)OC(C)(C)C)=O)[C@@H](C(=O)OC)C